2-amino-5-(2,5-dimethyl-1,2,3,4-tetrahydroisoquinolin-7-yl)-N-(3-(3-hydroxy-3-methylbutan-1-yn-1-yl)phenyl)nicotinamide NC1=C(C(=O)NC2=CC(=CC=C2)C#CC(C)(C)O)C=C(C=N1)C1=CC(=C2CCN(CC2=C1)C)C